1-methyl-4-(tributylstannyl)-1H-pyrazolo[3,4-C]pyridine CN1N=CC=2C1=CN=CC2[Sn](CCCC)(CCCC)CCCC